N1(CC1)CCC(=O)CC(CC1N(C1)CCC(=O)[O-])(CC1N(C1)CCC(=O)[O-])CC 2-((3-aziridin-1-ylpropanoyl) methyl)-2-ethylpropane-1,3-diylbis(aziridin-1-propionate)